BrC1=CC=2C(=NC=CC2)S1 2-bromothieno[2,3-B]pyridine